ClC1=CC(=C(C=C1)C=1C=CC(=NC1)C1CN(C1)C(CC[C@H]1NC(OC1)=O)=O)S(=O)(=O)C (4R)-4-[3-[3-[5-(4-Chloro-2-methylsulfonyl-phenyl)-2-pyridyl]azetidin-1-yl]-3-oxo-propyl]oxazolidin-2-one